5-methoxy-6-(4,4,5,5-tetramethyl-1,3,2-dioxaborolan-2-yl)-1-[[2-(trimethylsilyl)ethoxy]methyl]imidazo[4,5-b]pyridine COC1=C(C=C2C(=N1)N=CN2COCC[Si](C)(C)C)B2OC(C(O2)(C)C)(C)C